(1r,4r)-4-(3-chloroanilino)-4-(methoxycarbonyl)-2',3'-dihydrospiro[cyclohexane-1,1'-indene]-2'-carboxylic acid ClC=1C=C(NC2(CCC3(C(CC4=CC=CC=C34)C(=O)O)CC2)C(=O)OC)C=CC1